tert-butyl (8-bromo-2-isopropyl-6-methoxy-3-oxo-2,3-dihydro-4H-1,4-benzoxazin-4-yl)acetate BrC1=CC(=CC=2N(C(C(OC21)C(C)C)=O)CC(=O)OC(C)(C)C)OC